C(#N)C1=CC=CN1 5-cyanopyrrol